(S)-4-(1-(difluoromethyl)-5-fluoro-2,3-dihydro-1H-benzo[d]pyrrolo[1,2-a]imidazol-7-yl)-5-fluoro-N-(5-(piperazin-1-ylmethyl)pyridin-2-yl)-pyrimidin-2-amine FC([C@@H]1CCC=2N1C1=C(N2)C(=CC(=C1)C1=NC(=NC=C1F)NC1=NC=C(C=C1)CN1CCNCC1)F)F